CN(C1(CCOCC1)C#N)C 4-(dimethylamino)tetrahydro-2H-pyran-4-carbonitrile